C1=CSNC1=O isothiazolinone